COC=1C=C2C(=CC=NC2=CC1OC)NC1=CC=C(C=C1)NS(=O)(=O)C1CC1 N-(4-((6,7-dimethoxyquinolin-4-yl)amino)phenyl)cyclopropanesulfonamide